FC1=C(NC2=NC=NC3=CC=C(C=C23)C2CN(CCC2)C(C=C)=O)C=CC(=C1)OC1=NN(C=C1)C 1-[3-[4-[2-fluoro-4-(1-methylpyrazol-3-yl)oxy-anilino]quinazolin-6-yl]-1-piperidyl]prop-2-en-1-one